C(C)(C)(C)OC(=O)N1CC2(C1)CN(CC2)C=2C=NC=CC2Cl.ClC2=C(C=NC=C2)N2CC1(CN(C1)C(=O)OC(C)(C)C)CC2 tert-butyl 6-(4-chloropyridin-3-yl)-2,6-diazaspiro[3.4]octane-2-carboxylate tert-Butyl-6-(4-chloropyridin-3-yl)-2,6-diazaspiro[3.4]octane-2-carboxylate